chloroacetyl-methanol ClCC(=O)CO